9-(4-(1,2-dimethyl-1H-imidazol-4-yl)benzyl)-2-(2-isopropylphenyl)-7-methyl-7,9-dihydro-8H-purin-8-one CN1C(=NC(=C1)C1=CC=C(CN2C3=NC(=NC=C3N(C2=O)C)C2=C(C=CC=C2)C(C)C)C=C1)C